bis[tris(2-methylphenyl)phosphine] palladium [Pd].CC1=C(C=CC=C1)P(C1=C(C=CC=C1)C)C1=C(C=CC=C1)C.CC1=C(C=CC=C1)P(C1=C(C=CC=C1)C)C1=C(C=CC=C1)C